2-(4,4-Difluoroazepan-1-yl)-6,7-difluoroquinoline-3-carboxylic acid FC1(CCN(CCC1)C1=NC2=CC(=C(C=C2C=C1C(=O)O)F)F)F